C(#N)CN(C(C1=C(C=C(C=C1)C1=NOC(C1)(C(F)(F)F)C1=CC(=CC(=C1)Cl)Cl)C)=O)C1=NN(C(=N1)COC)CC#N N-(cyanomethyl)-N-(1-(cyanomethyl)-5-(methoxymethyl)-1H-1,2,4-triazol-3-yl)-4-(5-(3,5-dichlorophenyl)-5-(trifluoromethyl)-4,5-dihydroisoxazol-3-yl)-2-methylbenzamide